3,3'-oxybis(propan-1-ol) O(CCCO)CCCO